ClC1=NC(=CC(=C1)C(C)O)Cl 1-(2,6-dichloropyridin-4-yl)ethanol